C(C(C)C)[Al] i-butylaluminum